(2S)-2-((2-((1-methoxy-3,3-dimethyl-1,3-dihydroisobenzofuran-5-yl)amino)-5-(1,3,4-oxadiazol-2-yl)pyrimidin-4-yl)amino)-2-phenylethan-1-ol COC1OC(C2=CC(=CC=C12)NC1=NC=C(C(=N1)N[C@H](CO)C1=CC=CC=C1)C=1OC=NN1)(C)C